7-acetamido-2-(furan-2-yl)-[1,2,4]triazolo[1,5-a][1,3,5]triazin C(C)(=O)NC1=NC=NC=2N1N=C(N2)C=2OC=CC2